C(C1=CC=CC=C1)N1N=C(N=C1)N1[C@H](CN(CC1)C=1C=NN2C1C=CC(=C2)C=2C=NN(C2)C)C (S)-3-(4-(1-benzyl-1H-1,2,4-triazol-3-yl)-3-methylpiperazin-1-yl)-6-(1-methyl-1H-pyrazol-4-yl)pyrazolo[1,5-a]pyridine